C(C(C)C)C1=CC=C(C=C1)C(C(=O)O)C 2-(4-isobutyl-phenyl)-propionic acid